NC1(CCN(CC1)C1=NC(=C2C(=N1)NN=C2Br)C#N)CC(F)(F)F 6-(4-Amino-4-(2,2,2-trifluoroethyl)piperidin-1-yl)-3-bromo-1H-pyrazolo[3,4-d]pyrimidine-4-carbonitrile